N-(2-chlorophenyl)-N-methyl-2-(methylamino)acetamide ClC1=C(C=CC=C1)N(C(CNC)=O)C